S1C(=NC2=C1C=CC=C2)C2CCN(CC2)C2=C(C(N(C1=CC=C(C=C21)C#N)C)=O)C#N 4-[4-(1,3-Benzothiazol-2-yl)piperidin-1-yl]-1-methyl-2-oxo-1,2-dihydroquinoline-3,6-dinitrile